rel-N-{(3R,4R)-4-Fluoro-1-[(4-methoxyphenyl)methyl]-4-methyl-5-oxopyrrolidin-3-yl}methanesulfonamide F[C@@]1([C@@H](CN(C1=O)CC1=CC=C(C=C1)OC)NS(=O)(=O)C)C |o1:1,2|